(R)-2-hydroxy-N-[2-(4-aminophenyl)ethyl]-2-phenylethylamine O[C@@H](CNCCC1=CC=C(C=C1)N)C1=CC=CC=C1